FC(OC1C[C@H](CC1)C=1C=C(C=CC1)C=1C(=NC(=NC1)N)C1=C(C=CC=C1)C(F)(F)F)(F)F 5-(3-((1S)-3-(trifluoromethoxy)cyclopentyl)phenyl)-4-(2-(trifluoromethyl)phenyl)pyrimidin-2-amine